C(C)N(C(O)=O)C1=CC(=C(C=C1)NC1=NNC(=C1F)C1=CC=C(C=C1)N1N=CC=C1)C.C(C)O[SiH2]C=C(C)C ethoxydimethylvinylsilane ethyl-(4-((5-(4-(1H-pyrazol-1-yl)phenyl)-4-fluoro-1H-pyrazol-3-yl)amino)-3-methylphenyl)carbamate